CC1=NC(=CC=C1OC[C@@H]1[C@H](CCCC1)C(=O)O)C=1C=NN(C1CNC1=NC=CC(=N1)C1=CC=CC=C1)C (1S,2S)-2-(((2-methyl-6-(1-methyl-5-(((4-phenylpyrimidin-2-yl)amino)methyl)-1H-pyrazol-4-yl)pyridin-3-yl)oxy)methyl)cyclohexane-1-carboxylic acid